CN1N=C(C=C1C(=O)N[C@@H]1[C@H](C1)C)C(=O)N methyl-N5-((1S,2S)-2-methylcyclopropyl)-1H-pyrazole-3,5-dicarboxamide